C(C)C(C(=O)O)CCOC 2-ETHYL-4-METHOXYBUTANOIC ACID